ClC1=CC=C(C=C1)[C@H](C(F)C1=NOC(=N1)CN1C(N(C=C(C1=O)C)C)=O)O 3-({3-[(2R)-2-(4-chlorophenyl)-1-fluoro-2-hydroxyethyl]-1,2,4-oxadiazol-5-yl}methyl)-1,5-dimethyl-1,2,3,4-tetrahydropyrimidine-2,4-dione